2-thioxo-1-(3-(trifluoromethyl)phenyl)dihydropyrimidine-4,6(1H,5H)-dione S=C1N(C(CC(N1)=O)=O)C1=CC(=CC=C1)C(F)(F)F